[I-].C(C)(C)(C)OC(=O)N(CCCC[P+](C1=CC=CC=C1)(C1=CC=CC=C1)C1=CC=CC=C1)CCC1=CC=CC=C1 (4-((tert-butoxycarbonyl)(phenethyl)amino)butyl)triphenylphosphonium iodide